BrC1=CC=C(C=C1)C#C[C@H](CCO)N1C(=NC=C1)[C@H](C)OC1OCCCC1 (3S)-5-(4-bromophenyl)-3-(2-((1S)-1-((tetrahydro-2H-pyran-2-yl)oxy)ethyl)-1H-imidazol-1-yl)pent-4-yn-1-ol